COC1=C(C(=O)P(CC(CC(C)(C)C)C)(C(C2=C(C=CC=C2OC)OC)=O)=O)C(=CC=C1)OC bis(2,6-dimethoxybenzoyl)(2,4,4-trimethyl-pentyl)-phosphin oxide